1,4,7-triazacyclononane-1,4-dicarboxylic acid di-tert-butyl ester C(C)(C)(C)OC(=O)N1CCN(CCNCC1)C(=O)OC(C)(C)C